5-bromo-2-(trifluoromethyl)-1,3-thiazole BrC1=CN=C(S1)C(F)(F)F